NCCCNC1=CC=CC(=N1)C(=O)NC1=CC=NC=C1 6-[(3-Aminopropyl)amino]-N-(pyridin-4-yl)pyridine-2-carboxamide